2-dicyclohexylphosphino-2',4',6'-triisopropyl-biphenyl C1(CCCCC1)P(C1=C(C=CC=C1)C1=C(C=C(C=C1C(C)C)C(C)C)C(C)C)C1CCCCC1